CC1=CC=C(C=C1)S(=O)(=O)OC[C@H](CC)C (2S)-2-methylbutyl 4-methylbenzene-1-sulfonate